3-Methyl-6-(1-methyl-2-oxo-1,2-dihydropyridin-4-yl)-5-(5-methylfuran-3-yl)pyrazine-2-carboxylic acid methyl ester COC(=O)C1=NC(=C(N=C1C)C1=COC(=C1)C)C1=CC(N(C=C1)C)=O